3-(4-ethylphenyl)-1-methylquinoxalin-2(1H)-one C(C)C1=CC=C(C=C1)C=1C(N(C2=CC=CC=C2N1)C)=O